N-(6-bromoimidazo[1,2-a]pyridin-2-yl)-2-chloroacetamide BrC=1C=CC=2N(C1)C=C(N2)NC(CCl)=O